C12(CC3CC(CC(C1)C3)C2)C2=C(C(=CC(=C2)C(C)(C)CC)Br)O 2-(adamantan-1-yl)-6-bromo-4-(tert-amyl)phenol